neodymium di(2-ethylhexyl) phosphonate P(OCC(CCCC)CC)(OCC(CCCC)CC)=O.[Nd]